(3aR,6aS)-5-(1-(Cyclopropylmethyl)-6-((1-methyl-4-phenyl-1H-imidazol-2-yl)ethynyl)-1H-pyrazolo[3,4-d]pyrimidin-4-yl)hexahydro-1H-furo[3,4-c]pyrrole C1(CC1)CN1N=CC=2C1=NC(=NC2N2C[C@@H]1[C@H](C2)COC1)C#CC=1N(C=C(N1)C1=CC=CC=C1)C